((trans-3-iodocyclobutoxy)methyl)benzene I[C@@H]1C[C@H](C1)OCC1=CC=CC=C1